FC1=C(C=CC=C1C[C@@H]1N(CC[C@@H]1NS(=O)(=O)C1CC1)C(C(C)(C)O)=O)C1=CC(=CC=C1)F N-((2S,3S)-2-((2,3'-difluorobiphenyl-3-yl)methyl)-1-(2-hydroxy-2-methylpropanoyl)pyrrolidin-3-yl)cyclopropanesulfonamide